C(C)(=O)OC\C=C(\CCC=C(C)C)/C (2E)-3,7-Dimethyl-2,6-octadien-1-yl acetate